C1(CCC1)C1=CC=C2C=C(C(NC2=C1C=1C(NC2=CC=CC=C2C1)=O)=O)C(=O)O 7-cyclobutyl-2-oxo-8-(2-oxo-1H-quinolin-3-yl)-1H-quinoline-3-carboxylic acid